OCCS(=O)(=O)C1CN(C1)C(=O)OC(C)(C)C tert-butyl 3-((2-hydroxyethyl)sulfonyl)azetidine-1-carboxylate